CC1=CC(C(CC1)C)(C)C 2,5,6,6-tetramethylcyclohexen